C1([C@@H](O)[C@H](O)[C@H](O)[C@@H](O1)C)C([C@@H]1[C@@H]([C@@H]([C@H]([C@H](O[C@H]2[C@@H]([C@H](C(O)O[C@@H]2CO)O)O)O1)O)O)O)O 6'-Fucosyllactose